[5-[4-[(2-fluoro-9-methyl-purin-6-yl)amino]-3-methoxy-pyrazol-1-yl]pentyl]carbamic acid tert-butyl ester C(C)(C)(C)OC(NCCCCCN1N=C(C(=C1)NC1=C2N=CN(C2=NC(=N1)F)C)OC)=O